1-bromo-3-methylpentane BrCCC(CC)C